COC1=CC2=C(N(CC(CS2(=O)=O)C)C2=CC=CC=C2)C=C1 8-methoxy-3-methyl-5-phenyl-2,3,4,5-tetrahydro-1,5-benzothiazepine 1,1-dioxide